C(=C)(C)C(C(=O)O)=O Isopropenylglyoxylic acid